C(C)O[Hf](OC)(OC)OCC Diethoxydimethoxyhafnium